(S)-N8-(3,3-dimethylbutan-2-yl)-N2-(2-ethoxy-4-(4-methyl-4H-1,2,4-triazol-3-yl)phenyl)-6-methylpyrido[3,4-d]pyrimidine-2,8-diamine CC([C@H](C)NC1=NC(=CC2=C1N=C(N=C2)NC2=C(C=C(C=C2)C2=NN=CN2C)OCC)C)(C)C